Gadolinium 2,2',2''-[(2S)-10-(carboxymethyl)-2-(4-{2-[2-(2-ethoxyethoxy)ethoxy]ethoxy} benzyl)-1,4,7,10-tetraazacyclododecane-1,4,7-triyl]triacetate C(=O)(O)CN1CCN(CCN(C[C@@H](N(CC1)CC(=O)[O-])CC1=CC=C(C=C1)OCCOCCOCCOCC)CC(=O)[O-])CC(=O)[O-].[Gd+3]